C(C)(C)(C)NC[SiH](C=C)C=C (tert-butylamino)methyldivinylsilane